tert-butyl 6-(6-((5-chloropyridine-2-carbonyl) amino) pyridine-2-carbonyl)-2-azaspiro[3.3]heptane-2-carboxylate ClC=1C=CC(=NC1)C(=O)NC1=CC=CC(=N1)C(=O)C1CC2(CN(C2)C(=O)OC(C)(C)C)C1